C(C1=CC=CC=C1)OC1=C(C(=C(C=N1)N1CC=2N=C(N=CC2CC1)NC1=CC=C(C=C1)CS(=O)(=O)C)C)[N+](=O)[O-] 7-[6-(benzyloxy)-4-methyl-5-nitropyridin-3-yl]-N-[4-(methanesulfonylmethyl)phenyl]-5H,6H,7H,8H-pyrido[3,4-d]pyrimidin-2-amine